1-({3,4-difluoro-2-[(2-fluoro-4-iodophenyl)amino]phenyl}carbonyl)-3-({[2-(dimethylamino)-1-methylethyl]amino}methyl)azetidin-3-ol trifluoroacetate salt FC(C(=O)O)(F)F.FC=1C(=C(C=CC1F)C(=O)N1CC(C1)(O)CNC(CN(C)C)C)NC1=C(C=C(C=C1)I)F